Oxazole-5-carboxylic acid methyl ester COC(=O)C1=CN=CO1